(2R)-2-(6-{5-chloro-2-[(oxan-4-yl)amino]pyrimidin-4-yl}-1-oxo-2,3-dihydro-1H-isoindol-2-yl)-N-[(1S)-2-hydroxy-2-methyl-1-(3-methylphenyl)propyl]propanamide ClC=1C(=NC(=NC1)NC1CCOCC1)C1=CC=C2CN(C(C2=C1)=O)[C@@H](C(=O)N[C@H](C(C)(C)O)C1=CC(=CC=C1)C)C